(S)-2-((4-(4-((4-chloro-2-fluorobenzofuran-7-yl)methoxy)-5-fluoropyrimidin-2-yl)cyclohexyl)methyl)-1-(oxetan-2-ylmethyl)-1H-benzo[d]imidazole-6-carboxylic acid ClC1=CC=C(C2=C1C=C(O2)F)COC2=NC(=NC=C2F)C2CCC(CC2)CC2=NC1=C(N2C[C@H]2OCC2)C=C(C=C1)C(=O)O